CN(C(C=C)=O)CC1=NN(C2=CC=CC=C12)C1=CC=C(C=C1)OC(F)(F)F N-methyl-N-((1-(4-(trifluoromethoxy)phenyl)-1H-indazol-3-yl)methyl)acrylamide